OC(\C=C\C1=CC=CC=C1)C1C2CCC(CC1=O)N2C(=O)OC(C)(C)C tert-butyl (±)-2-((E)-1-hydroxy-3-phenylallyl)-3-oxo-8-azabicyclo[3.2.1]octane-8-carboxylate